C(C)(C)(C)OC(=O)N[C@H](C(=O)NC1=CC(=C(C=C1)C=1C(=[N+](C=CC1Cl)[O-])C)F)C1CCCCC1 3-(4-((S)-2-((tert-butoxycarbonyl)amino)-2-cyclohexylacetamido)-2-fluorophenyl)-4-chloro-2-methylpyridine 1-oxide